7-(isopropylsulfonamido)-2-azaspiro[3.5]nonane-2-carboxylic acid tert-butyl ester C(C)(C)(C)OC(=O)N1CC2(C1)CCC(CC2)NS(=O)(=O)C(C)C